FC(S(=O)(=O)OC(CF)CF)(F)F 1,3-difluoropropan-2-yl trifluoromethanesulfonate